C(C1=CC(=NC=C1C([2H])([2H])[2H])C1=CC=C(C=C1)C([2H])([2H])[2H])([2H])([2H])[2H] 4,5-bis(methyl-d3)-2-(4-(methyl-d3)-phenyl)pyridine